C(C)(=O)C1=CC=C(C=C1)C1=NOC(=N1)CCCNC(OC(C)(C)C)=O tert-butyl (3-(3-(4-acetylphenyl)-1,2,4-oxadiazol-5-yl)propyl)carbamate